C(C)OC(=O)C12C(C(=NO1)C1=C(C=C(C(=C1)N1C(N(C(=CC1=O)C(F)(F)F)C)=O)F)Cl)CCC2 3-{2-chloro-4-fluoro-5-[3-methyl-2,6-dioxo-4-(trifluoromethyl)-3,6-dihydropyrimidin-1(2H)-yl]phenyl}-3a,4,5,6-tetrahydro-6aH-cyclopenta[d][1,2]oxazole-6a-carboxylic acid ethyl ester